1-(4-((4-(2-(2,6-dioxopiperidin-3-yl)-1-oxoisoindolin-5-yl)-4-hydroxypiperidin-1-yl)methyl)phenyl)-N,N-dimethylpiperidine-4-carboxamide O=C1NC(CCC1N1C(C2=CC=C(C=C2C1)C1(CCN(CC1)CC1=CC=C(C=C1)N1CCC(CC1)C(=O)N(C)C)O)=O)=O